(R)-(+)-N-(α-Methylbenzyl)-phthalamic Acid C[C@H](C1=CC=CC=C1)NC(C=1C(C(=O)O)=CC=CC1)=O